3-(1H-pyrazol-4-yl)benzyl-carbamic acid tert-butyl ester C(C)(C)(C)OC(NCC1=CC(=CC=C1)C=1C=NNC1)=O